BrC1=CC=C(C=C1)/C=C/C(=O)NC1CN(CCC1)C(C1=CC=C(C=C1)OC)=O (E)-3-(4-bromophenyl)-N-(1-(4-methoxybenzoyl)piperidin-3-yl)acrylamide